S1C(=CC=C1)C1CCN(C1)C(=O)[O-] 4-(thiophen-2-yl)-pyrrolidine-1-carboxylate